2-((1R,5S,6R)-3-(5-cyano-6-((S)-2-methylazetidin-1-yl)-4-(trifluoromethyl)pyridin-2-yl)-3-azabicyclo[3.1.0]hexan-6-yl)acetic acid-2,2-d2 C(#N)C=1C(=CC(=NC1N1[C@H](CC1)C)N1C[C@@H]2C([C@@H]2C1)C(C(=O)O)([2H])[2H])C(F)(F)F